3-bromo-1-(phenylsulfonyl)-1H-indole BrC1=CN(C2=CC=CC=C12)S(=O)(=O)C1=CC=CC=C1